CC1=NOC(=C1CCN1N=NC(=C1)CN(C1=C2C(N(C(C2=CC=C1)=O)C1C(NC(CC1)=O)=O)=O)C)C 4-(((1-(2-(3,5-Dimethylisoxazol-4-yl)ethyl)-1H-1,2,3-triazol-4-yl)methyl)(methyl)amino)-2-(2,6-dioxopiperidin-3-yl)isoindoline-1,3-dione